4-(9-(3-(2,4-dioxotetrahydropyrimidin-1(2H)-yl)-4-methoxybenzoyl)-3,9-diazaspiro[5.5]undec-3-yl)butyraldehyde O=C1N(CCC(N1)=O)C=1C=C(C(=O)N2CCC3(CCN(CC3)CCCC=O)CC2)C=CC1OC